CN(C(=O)C=1C=C(C=CC1)C=1C=CC=2N(C1)N=NC2C(=O)NC=2C(=NC=C(C2)NC(CN2[C@H](CCC2)C)=O)C)C 6-[3-(dimethylcarbamoyl)phenyl]-N-[2-methyl-5-[[2-[(2S)-2-methylpyrrolidin-1-yl]acetyl]amino]-3-pyridyl]triazolo[1,5-a]pyridine-3-carboxamide